2-methoxyphenyl N-phenylcarbamate C1(=CC=CC=C1)NC(OC1=C(C=CC=C1)OC)=O